FC1=C(C=O)C(=CC=C1)OC1=CC=CC=C1 2-fluoro-6-phenoxybenzaldehyde